N-(3-fluorophenyl)-3-[(6-phenylpyridazin-3-yl)amino]benzamide FC=1C=C(C=CC1)NC(C1=CC(=CC=C1)NC=1N=NC(=CC1)C1=CC=CC=C1)=O